(4R,5S,7R,8R,9S,10R)-4-((4-chlorobenzyl)amino)-7-(hydroxymethyl)-9-(4-(3,4,5-trifluorophenyl)-1H-1,2,3-triazol-1-yl)-1,6-dioxaspiro[4.5]decane-8,10-diol ClC1=CC=C(CN[C@@H]2CCO[C@]23O[C@@H]([C@@H]([C@@H]([C@H]3O)N3N=NC(=C3)C3=CC(=C(C(=C3)F)F)F)O)CO)C=C1